2-(5-((2-Butyl-4-oxo-1,3-diazaspiro[4.4]non-1-en-3-yl)methyl)-3-(ethoxyMethyl)pyridin-2-yl)-N-(4,5-dimethylisoxazol-3-yl)benzenesulfonamide C(CCC)C1=NC2(C(N1CC=1C=C(C(=NC1)C1=C(C=CC=C1)S(=O)(=O)NC1=NOC(=C1C)C)COCC)=O)CCCC2